F[P-](F)(F)(F)(F)F.C(C)N(CC)[PH+](N(CC)CC)N(CC)CC tris(diethylamino)phosphonium hexafluorophosphate